2-((tert-butoxycarbonyl)amino)-3-(4-(2-(2-methoxyethoxy)acetamido)phenyl)propanamide C(C)(C)(C)OC(=O)NC(C(=O)N)CC1=CC=C(C=C1)NC(COCCOC)=O